ClN1C(N=CC=C1)N1C(N(C(C1=O)C(C)C)C=1N=C2N(CCOC3=C2C=CC(=C3)N3[C@@H](CCC3)C(=O)N)C1)=O (2S)-1-(2-(3-(3-chloropyrimidin-2-yl)-5-isopropyl-2,4-dioxoimidazolidin-1-yl)-5,6-dihydrobenzo[f]imidazo[1,2-d][1,4]oxazepin-9-yl)pyrrolidine-2-carboxamide